C(C)N1N=CC2=C1CN(C2)C(=O)C=2C(=C1C=C(NC1=C(C2)C=2C(=NC(=CC2)C)CC)C2=CCCN(C2)C(=O)OC(C)(C)C)F tert-butyl 5-[5-(1-ethyl-4,6-dihydropyrrolo[3,4-c]pyrazole-5-carbonyl)-7-(2-ethyl-6-methyl-3-pyridyl)-4-fluoro-1H-indol-2-yl]-3,6-dihydro-2H-pyridine-1-carboxylate